N1C(CCC1)=O Azolidin-2-one